C(#N)C=1C=C(C=CC1F)NC(=O)C1=C(N(C(=C1C)C(C(N[C@@H](C(F)(F)F)C)=O)=O)C)C (R)-N-(3-cyano-4-fluorophenyl)-1,2,4-trimethyl-5-(2-oxo-2-((1,1,1-trifluoroprop-2-yl)amino)acetyl)-1H-pyrrole-3-carboxamide